(2,4-dichlorobenzyl)-2-(m-chlorophenylamino)acethydrazide ClC1=C(CC(C(=O)NN)NC2=CC(=CC=C2)Cl)C=CC(=C1)Cl